ClC1=C(C(=C(S1)C(=O)OC)N(C(C)=O)CC1CCN(CC1)C)C methyl 5-chloro-4-methyl-3-(N-((1-methylpiperidin-4-yl)methyl)acetamido)thiophene-2-carboxylate